3-(2-Ethyl-4-((3-((2-ethyl-1H-benzo[d]imidazol-1-yl)methyl)-4-methoxyphenoxy)methyl)phenyl)propanoic acid C(C)C1=C(C=CC(=C1)COC1=CC(=C(C=C1)OC)CN1C(=NC2=C1C=CC=C2)CC)CCC(=O)O